CN1N=CC=C1C1=CC=C(C2=C1OCCO2)NC=2N=C(C1=C(N2)NC=C1C#N)NCC(C)(C)C 2-((8-(1-methyl-1H-pyrazol-5-yl)-2,3-dihydrobenzo[b][1,4]dioxin-5-yl)amino)-4-(neopentylamino)-7H-pyrrolo[2,3-d]pyrimidine-5-carbonitrile